S1C2=C(C=C1)C=CCC(C2)=O 6,8-dihydro-7H-cyclohepta[b]thiophen-7-one